2-ethynyltetrahydrofuran-3-yl stearate C(CCCCCCCCCCCCCCCCC)(=O)OC1C(OCC1)C#C